4-[[6-[7-(aminomethyl)-7-(2-fluorophenyl)-3-azabicyclo[4.1.0]heptan-3-yl]-5H-pyrrolo[2,3-b]pyrazin-2-yl]sulfanyl]-3-chloropyridin-2-amine NCC1(C2CCN(CC12)C1=CC=2C(=NC=C(N2)SC2=C(C(=NC=C2)N)Cl)N1)C1=C(C=CC=C1)F